N-(4,5-Dimethylsulfonyl-2-methylbenzoyl)guanidine CS(=O)(=O)C1=CC(=C(C(=O)NC(=N)N)C=C1S(=O)(=O)C)C